FC1=CC=C(C=C1)C=1N=CN(C1C=1C=C2C=C(C=NC2=CC1)C1=CC=C(C(=O)N)C=C1)C(C)C 4-(6-(4-(4-fluorophenyl)-1-isopropyl-1H-imidazol-5-yl)quinolin-3-yl)benzamide